N-(2-bromo-4-(perfluoropropan-2-yl)-6-(trifluoromethyl)phenyl)-2-fluoro-3-(6-fluoro-1,4-dioxo-1,4-dihydro-3H-benzo[d][1,2]oxazin-3-yl)benzamide BrC1=C(C(=CC(=C1)C(C(F)(F)F)(C(F)(F)F)F)C(F)(F)F)NC(C1=C(C(=CC=C1)N1OC(C2=C(C1=O)C=C(C=C2)F)=O)F)=O